NC=1C=NC(=NC1)NC(=O)N[C@H](C(C)(C)C)C=1OC2=C(C1C)C=C(C=C2)F (R)-1-(5-aminopyrimidin-2-yl)-3-(1-(5-fluoro-3-methylbenzofuran-2-yl)-2,2-dimethylpropyl)urea